C(C)N(C=1C(=C(C(=C2C=NNC12)C=1C=CC=2N(C1)C=C(N2)NC(=O)[C@H]2[C@H](C2)F)SC)F)C (1S,2S)-N-(6-(7-(ethyl-(methyl)amino)-6-fluoro-5-(methylthio)-1H-indazol-4-yl)imidazo[1,2-a]pyridin-2-yl)-2-fluorocyclopropane-1-carboxamide